N-ethyl-pyrrol-2-yl-3-(thiophen-2-yl)prop-2-en-1-one C(C)N1C(=CC=C1)C(C=CC=1SC=CC1)=O